2-(5-(9-phenyl-6,7,8,9-tetrahydroimidazo[1,2-a:5,4-b']dipyridin-2-yl)pyrimidin-2-yl)propan-2-ol C1(=CC=CC=C1)C1CCCC=2N1C1=NC(=CC=C1N2)C=2C=NC(=NC2)C(C)(C)O